C1(CCC1)CC(=O)NC=1N=C(SC1)C1=CN=CC(=N1)C1=CC(=C(C(=O)N(C2CCN(CC2)C)C)C=C1)OC 4-(6-{4-[(2-cyclobutyl-acetyl)amino]-1,3-thiazole-2-yl}pyrazin-2-yl)-2-methoxy-N-methyl-N-(1-methylhexahydropyridin-4-yl)benzamide